(E)-3-fluoro-2-(((2-(3-methyl-azetidin-1-yl)-benzo[d]oxazol-6-yl)oxy)methyl)-prop-2-en-1-amine 4-methylbenzene-sulfonate CC1=CC=C(C=C1)S(=O)(=O)O.F/C=C(\CN)/COC1=CC2=C(N=C(O2)N2CC(C2)C)C=C1